CS(=O)(=O)C1=NC(=CC(=N1)C=1C=CC(N(C1)CC1=CC2=CC=CC=C2C=C1)=O)C(F)(F)F 5-(2-(methylsulfonyl)-6-(trifluoromethyl)pyrimidin-4-yl)-1-(naphthalen-2-ylmethyl)pyridin-2(1H)-one